5-(1-((4-ethylamino-phenyl)sulfonyl)-1,2,5,6-tetrahydropyridin-4-yl)-3-hydroxy-pyridine C(C)NC1=CC=C(C=C1)S(=O)(=O)N1CC=C(CC1)C=1C=C(C=NC1)O